FC1[C@@](CC[C@@]2([C@H]3CC[C@@]4([C@H](CC[C@H]4[C@@H]3CC[C@H]12)[C@@H](CCC(=O)O)C)C)C)(C1=CC2=CC=CC=C2C=C1)O (4R)-4-[(3R,5S,8S,9S,10R,13R,14S,17R)-4-fluoro-3-hydroxy-10,13-dimethyl-3-(2-naphthyl)-1,2,4,5,6,7,8,9,11,12,14,15,16,17-tetradecahydrocyclopenta[a]phenanthren-17-yl]pentanoic acid